CC1=CC=CC(=N1)C1=NN(C=C1C1=CC=NC2=CC=CC=C12)C(NC1=CC=CC=C1)=S 3-(6-Methyl-2-pyridinyl)-N-phenyl-4-(4-quinolinyl)-1H-pyrazol-1-carbothioamid